NC1=CC=C(C=C1)SCCCCCCCN(C(OC(C)(C)C)=O)C(=O)OC(C)(C)C tert-butyl (7-((4-aminophenyl)thio)heptyl)(tert-butoxycarbonyl)carbamate